(3-((dimethylamino)methyl)-4-hydroxy-1-(4-hydroxyphenylethyl)-piperidin-4-yl)benzamide hydrochloride Cl.CN(C)CC1CN(CCC1(O)C1=C(C(=O)N)C=CC=C1)CCC1=CC=C(C=C1)O